N-(4-((2-(2-oxabicyclo[2.1.1]hex-4-yl)-6-methylpyrimidin-4-yl)amino)-5-(2-methylpyrimidin-4-yl)pyridin-2-yl)acetamide C12OCC(C1)(C2)C2=NC(=CC(=N2)NC2=CC(=NC=C2C2=NC(=NC=C2)C)NC(C)=O)C